6-((3-(6-(trifluoromethyl)-1H-benzo[d]imidazol-2-yl)phenyl)amino)nicotinonitrile FC(C=1C=CC2=C(NC(=N2)C=2C=C(C=CC2)NC2=NC=C(C#N)C=C2)C1)(F)F